COC=1C=C(C=C(C1)B1OC(C(O1)(C)C)(C)C)NC(C)=O N-[3-methoxy-5-(4,4,5,5-tetramethyl-1,3,2-dioxaborolan-2-yl)phenyl]acetamide